CC=1C=C2C(=C(NC2=C(C1)C)C1=CC(=CC=C1)F)C=O 5,7-DIMETHYL-2-(3-FLUOROPHENYL)-1H-INDOLE-3-CARBOXALDEHYDE